4,4-difluorocyclohexyl-(methyl)-2H-1,2,3-triazole-4-carboxamide FC1(CCC(CC1)C=1C(=NN(N1)C)C(=O)N)F